Pyrene-butylamine C1(=CC=C2C=CC3=CC=CC4=CC=C1C2=C34)CCCCN